ClC1=CC=C(C=N1)N1C(NC(C1)=O)=O 1-(6-chloropyridin-3-yl)imidazolidine-2,4-dione